[1-(2-Difluoromethyl-6-fluorophenyl)-piperidin-4-yl]-{1-[1-methyl-3-(2-trifluoromethyl-benzylamino)-1H-pyrazol-4-yl]-ethyl}-amine FC(C1=C(C(=CC=C1)F)N1CCC(CC1)NC(C)C=1C(=NN(C1)C)NCC1=C(C=CC=C1)C(F)(F)F)F